FC1=CC=C(C=C1)S(=O)(=O)NC=1C=C(C=CC1O)NC(=O)C1=CC=C(C=C1)C1=CC(=CC=C1)OC N-(3-((4-fluorophenyl)sulfonylamino)-4-hydroxyphenyl)-3'-methoxy-[1,1'-biphenyl]-4-carboxamide